C(C)(C)(C)OC(=O)N1CCN(CC1)C1=C(C=C(C(=C1)F)[C@@H](CNC(=O)C=1C=C2C(=NC1)N(C=C2)CC)C)F.S2C(=CC=C2)C2=CC=C(C=C2)C=2SC=CC2 2,5-dithienyl-benzene tert-butyl-(S)-4-(4-(1-(1-ethyl-1H-pyrrolo[2,3-b]pyridine-5-carboxamido)propan-2-yl)-2,5-difluorophenyl)piperazine-1-carboxylate